2'-((1-(2-bromophenyl)-1H-1,2,3-triazol-4-yl)methyl)-3',4'-dihydro-2'H-spiro[cyclohexane-1,1'-isoquinolin]-4'-ol BrC1=C(C=CC=C1)N1N=NC(=C1)CN1C2(C3=CC=CC=C3C(C1)O)CCCCC2